(Z)-N-(4-fluorophenyl)-2-(6-methoxy-2-oxoindolin-3-ylidene)hydrazine FC1=CC=C(C=C1)N\N=C\1/C(NC2=CC(=CC=C12)OC)=O